C(CCCCCCC)OC1=CC=C(C=C1)OCCCCCCCC 1,4-di-n-octyloxybenzene